4-((5-methylthiophen-2-yl)methylene)-2-(thiophen-2-yl)oxazol-5(4H)-one CC1=CC=C(S1)C=C1N=C(OC1=O)C=1SC=CC1